6-{8-[(2-cyano-2-methylideneethyl)amino]-7-(methoxymethyl)naphthalen-2-yl}-N-[(2S,4R)-1,2-dimethylpiperidin-4-yl]pyridine-2-carboxamide C(#N)C(CNC=1C(=CC=C2C=CC(=CC12)C1=CC=CC(=N1)C(=O)N[C@H]1C[C@@H](N(CC1)C)C)COC)=C